chloro-N-(5-chloro-2-methoxy-4-(4-(4-methylpiperazin-1-yl)piperidin-1-yl)phenyl)-4-(1-(ethylsulfo)-1H-indol-3-yl)pyrimidin-2-amine ClC=1C(=NC(=NC1)NC1=C(C=C(C(=C1)Cl)N1CCC(CC1)N1CCN(CC1)C)OC)C1=CN(C2=CC=CC=C12)S(=O)(=O)OCC